C(C1=CC=CC=C1)OC=1C=C(COC(C(=O)O)(C)C2=CC=CC=C2)C=CC1 2-((3-(benzyloxy)benzyl)oxy)-2-phenylpropanoic acid